isobutyl 2-(((isobutoxycarbonyl)amino)(4-fluorophenyl)methyl)benzoate C(C(C)C)OC(=O)NC(C1=C(C(=O)OCC(C)C)C=CC=C1)C1=CC=C(C=C1)F